6-(2-chloro-6-fluorophenyl)-2-{[2-(pyrrolidin-1-yl)-2,3-dihydro-1H-inden-5-yl]amino}imidazo[1,2-a]pyrimido[5,4-e]pyrimidin-5(6H)-one ClC1=C(C(=CC=C1)F)N1C=2N(C3=C(C1=O)C=NC(=N3)NC=3C=C1CC(CC1=CC3)N3CCCC3)C=CN2